C1=CC=CC=2C3=CC=CC=C3N(C12)C1=C(C=CC=C1)C=1OC(=NN1)C1=C(C=CC=C1)N1C2=CC=CC=C2C=2C=CC=CC12 2,5-bis(2-(9H-carbazol-9-yl)phenyl)-1,3,4-oxadiazole